[Si](C)(C)(C(C)(C)C)OC=1C=C2C(=NN(C2=CC1)C1OCCCC1)C=1C=NN(C1)CCCCOCCO 2-[4-[4-[5-[tert-butyl(dimethyl)silyl]oxy-1-tetrahydropyran-2-yl-indazol-3-yl]pyrazol-1-yl]butoxy]ethanol